C(C)C1=C(N=C2N1C=CC(=C2)C(=O)NC)C2=C(C=CC=C2)C=2C(=NC(=CC2)OC)C 3-ethyl-2-(2-(6-methoxy-2-methylpyridin-3-yl)phenyl)-N-methylimidazo[1,2-a]pyridine-7-carboxamide